(R)-1-(4-(2-(3-bromo-4-((R)-3-chloro-2-hydroxypropoxy)phenyl)propan-2-yl)phenoxy)-3-(4-(hydroxymethyl)-1H-1,2,3-triazol-1-yl)propan-2-ol BrC=1C=C(C=CC1OC[C@H](CCl)O)C(C)(C)C1=CC=C(OC[C@@H](CN2N=NC(=C2)CO)O)C=C1